N-hydroxypropyl-succinimide 2-propyl-acrylate C(CC)C(C(=O)O)=C.OCCCN1C(CCC1=O)=O